methyl 2-fluoro-2-(2-(methylthio)pyrimidin-4-yl)butanoate FC(C(=O)OC)(CC)C1=NC(=NC=C1)SC